3-(5-methoxy-7-methyl-1H-indol-1-yl)propionic acid ethyl ester C(C)OC(CCN1C=CC2=CC(=CC(=C12)C)OC)=O